ClC1=CC=CC(=N1)N1N=C(C=C1)OC1=CC(=C(C=C1C)N=CN(C)CC)C N'-{4-[[1-(6-chloropyridin-2-yl)-1H-pyrazol-3-yl]oxy]-2,5-dimethylphenyl}-N-ethyl-N-methylformamidine